F[C@@H]1[C@@H](C1)C(=O)NC1=NC=C2C=C(C=3N(C2=C1)C=CN3)C=3C=NC(=CC3C)[C@@H](CCC)O (1S,2S)-2-fluoro-N-(4-(6-((R)-1-hydroxybutyl)-4-methylpyridin-3-yl)imidazo[1,2-a][1,6]naphthyridin-8-yl)cyclopropane-carboxamide